γ-methacryloxypropyldiethoxymethylsilane C(C(=C)C)(=O)OCCC[SiH2]C(OCC)OCC